The molecule is a 1-O-acyl-sn-glycero-3-phosphocholine in which the 1-acyl group is (9Z)-hexadecenoyl (palmitoleoyl). It has a role as a mouse metabolite and a human metabolite. It is a lysophosphatidylcholine 16:1, a 1-O-acyl-sn-glycero-3-phosphocholine and a [(9Z)-hexadecenoyl]-sn-glycero-3-phosphocholine. It derives from a palmitoleic acid. CCCCCC/C=C\\CCCCCCCC(=O)OC[C@H](COP(=O)([O-])OCC[N+](C)(C)C)O